2-(4-cyclopropyl-6-methoxy-pyrimidin-5-yl)-9-(2-methylsulfanylethyl)-6-[[4-[1-methyl-4-(trifluoromethyl)imidazol-2-yl]phenyl]methoxy]purine C1(CC1)C1=NC=NC(=C1C1=NC(=C2N=CN(C2=N1)CCSC)OCC1=CC=C(C=C1)C=1N(C=C(N1)C(F)(F)F)C)OC